O=C1NC(CCC1N1C(C2=CC=C(C=C2C1=O)NCCC1CC(C1)CN1N=CC(=C1)C1=NC2=CC=CC=C2N=C1)=O)=O 2-(2,6-dioxopiperidin-3-yl)-5-((2-(3-((4-(quinoxalin-2-yl)-1H-pyrazol-1-yl)methyl)cyclobutyl)ethyl)amino)isoindoline-1,3-dione